COC1=NC=CC=C1C=1C=C(C=C2C=C(NC12)C=1CN(CCC1)C(=O)OC(C)(C)C)C(=O)N1CC=2N(N=CC2C1)C tert-butyl 3-(7-(2-methoxypyridin-3-yl)-5-(1-methyl-1,4,5,6-tetrahydropyrrolo[3,4-c]pyrazole-5-carbonyl)-1H-indol-2-yl)-5,6-dihydropyridine-1(2H)-carboxylate